Cyclobutan-1,1-diyldimethanol C1(CCC1)(CO)CO